1-(4-fluorobenzyl)-5-(methylcarbamoyl)-6-oxo-1,6-dihydropyridine-3-carboxylic acid FC1=CC=C(CN2C=C(C=C(C2=O)C(NC)=O)C(=O)O)C=C1